1-fluoroiodoethane FC(C)I